COC1=C2C(NC(=NC2=CC(=C1)OC)C1=CC=C(C=C1)N1CCC(CC1)N1CCN(CC1)CC=1C=C2C(N(C(C2=CC1)=O)N1C(NC(CC1)=O)=O)=O)=O 5-((4-(1-(4-(5,7-dimethoxy-4-oxo-3,4-dihydroquinazolin-2-yl)phenyl)piperidin-4-yl)piperazin-1-yl)methyl)-2-(2,4-dioxotetrahydropyrimidine-1(2H)-yl)isoindoline-1,3-dione